(benzothiazol-2-yl)cyclohexan-1-ol ethyl-2-[7-methyl-6-(4-morpholinophenyl)-4-(trifluoromethyl)indazol-2-yl]-2-spiro[6,7-dihydropyrrolo[1,2-c]imidazol-5,1'-cyclopropan]-1-yl-acetate C(C)C(C(=O)OC1(CCCCC1)C=1SC2=C(N1)C=CC=C2)(C2=C1N(C=N2)C2(CC2)CC1)N1N=C2C(=C(C=C(C2=C1)C(F)(F)F)C1=CC=C(C=C1)N1CCOCC1)C